1-[2-(difluoromethyl)-4-methyl-5,7-dihydro-6H-pyrrolo[3,4-b]Pyridin-6-yl]-2-{1-[2-(difluoromethyl)pyridin-4-yl]Azetidin-3-yl}ethanone FC(C1=CC(=C2C(=N1)CN(C2)C(CC2CN(C2)C2=CC(=NC=C2)C(F)F)=O)C)F